COC=1C=C(C=CC1OC)[C@H]1OC[C@@H]([C@@H]1CO)CC1=CC=CC2=CC=CC=C12 ((2S,3R,4R)-2-(3,4-Dimethoxyphenyl)-4-(naphthalen-1-ylmethyl)tetrahydrofuran-3-yl)methanol